N1(N=CN=C1)CCNC1=C(C=CC(=C1)NC1=CC=CC=C1)C1=C(C=CC=C1)CCO 2-(2'-(2-(1H-1,2,4-triazol-1-yl)ethylamino)-4'-(phenylamino)biphenyl-2-yl)ethanol